C(C)(C)(C)OC(=O)N1CC(CC1)C1=C2C=C(N(C2=C(C(=C1)Cl)F)COCC[Si](C)(C)C)C(=O)OC methyl 4-(1-(tert-butoxycarbonyl)pyrrolidin-3-yl)-6-chloro-7-fluoro-1-((2-(trimethylsilyl)ethoxy)methyl)-1H-indole-2-carboxylate